CC1=NN=C(O1)C1=NC=CC(=C1)C1=CC=C(C=C1)S(=O)(=O)N1CC(C(CC1)NC1=NC=C(C=C1)C(F)(F)F)O 1-((4-(2-(5-methyl-1,3,4-oxadiazol-2-yl)pyridin-4-yl)phenyl)sulfonyl)-4-((5-(trifluoromethyl)pyridin-2-yl)amino)piperidin-3-ol